1-(3-methylbut-2-enoyl)azetidine CC(=CC(=O)N1CCC1)C